N-[(2R)-2-[4-amino-2-oxo-3-(4-phenoxyphenyl)imidazo[4,5-c]pyridin-1-yl]-5-hydroxy-pentyl]prop-2-enamide NC1=NC=CC2=C1N(C(N2[C@@H](CNC(C=C)=O)CCCO)=O)C2=CC=C(C=C2)OC2=CC=CC=C2